4-[(5-benzyltetrazol-2-yl)methyl]benzohydroxamic acid C(C1=CC=CC=C1)C=1N=NN(N1)CC1=CC=C(C(=O)NO)C=C1